3-[1-[5-chloro-4-[[(1R)-1-(2,4-dichlorophenyl)ethyl]amino]pyrimidin-2-yl]azetidin-3-yl]-1-[3-(hydroxymethyl)cyclobutyl]piperidine-2-carboxylic acid ClC=1C(=NC(=NC1)N1CC(C1)C1C(N(CCC1)C1CC(C1)CO)C(=O)O)N[C@H](C)C1=C(C=C(C=C1)Cl)Cl